BrC1=C(C=C(C=C1C(C)(C)C)OC)C(C)(C)C 4-bromo-3,5-di-tert-butylanisole